ClC1=C(OC2=CC=C(C=C2)C2=C(C(=NN2C)C(F)F)C(=O)NN)C(=CC=C1)Cl (4-(2,6-dichlorophenoxy)phenyl)-3-(difluoromethyl)-1-methyl-1H-pyrazole-4-hydrazide